3-(4-tetrahydrofuran-3-ylphenyl)azetidine-1-carboxylic acid tert-butyl ester C(C)(C)(C)OC(=O)N1CC(C1)C1=CC=C(C=C1)C1COCC1